(1R,3S)-3-(3-{[(5-methyl-1,3,4-thiadiazol-2-yl)-acetyl]amino}-1H-pyrazol-5-yl)cyclopentyl tert-butyl-carbamate C(C)(C)(C)NC(O[C@H]1C[C@H](CC1)C1=CC(=NN1)NC(CC=1SC(=NN1)C)=O)=O